FC(CCCC)C(=O)O fluoro-n-pentanecarboxylic acid